N-methyl-D-glucosamine dithioformate C(=S)S.CN[C@H]1C(O)O[C@@H]([C@H]([C@@H]1O)O)CO